5-AMINO-2-TRIFLUOROMETHYL-PYRIDINE-4-CARBALDEHYDE NC=1C(=CC(=NC1)C(F)(F)F)C=O